3-[3-[4-[1-[6-[(6-acetyl-8-cyclopentyl-5-methyl-7-oxopyrido[2,3-d]pyrimidin-2-yl)amino]-3-pyridyl]-4-piperidinyl]-1-piperidinyl]phenyl]-1-[(4-methoxyphenyl)-methyl]piperidine-2,6-dione C(C)(=O)C1=C(C2=C(N=C(N=C2)NC2=CC=C(C=N2)N2CCC(CC2)C2CCN(CC2)C=2C=C(C=CC2)C2C(N(C(CC2)=O)CC2=CC=C(C=C2)OC)=O)N(C1=O)C1CCCC1)C